5-guanidinopentanoic acid N(C(=N)N)CCCCC(=O)O